S1CCOCC1 thiodiethyl Ether